ClC1=C(C=C(C=C1)N1N=C(N=C1CNC(=O)NCC1=NC=NN1C1=CC=C2C=CC=NC2=C1)CCOC)F 1-{[1-(4-chloro-3-fluorophenyl)-3-(2-methoxyethyl)-1H-1,2,4-triazol-5-yl]methyl}-3-{[1-(quinolin-7-yl)-1H-1,2,4-triazol-5-yl]methyl}urea